5,7-dichloro-8-fluoro-2-(methylthio)-4-(2-vinylpiperidin-1-yl)pyrido[4,3-d]pyrimidine ClC1=NC(=C(C=2N=C(N=C(C21)N2C(CCCC2)C=C)SC)F)Cl